ClC=1C=CC(=C(C1)N1CC(N(CC1=O)C(C(=O)NC1=CC2=CN(N=C2C=C1)C)CC1=CC=C(C=C1)F)=O)N1N=NN=C1 2-(4-(5-chloro-2-(1H-tetrazol-1-yl)phenyl)-2,5-dioxopiperazin-1-yl)-3-(4-fluorophenyl)-N-(2-methyl-2H-indazol-5-yl)propanamide